CC1=NN(C2=CC(=CC=C12)N)CCC=1C=NC=CC1 3-Methyl-1-(2-(pyridin-3-yl)ethyl)-1H-indazol-6-amine